FC1=C(C(=CC(=C1)OC)F)C1=CC(N(N1C)C1=CC=CC=C1)=O 5-(2,6-difluoro-4-methoxyphenyl)-1-methyl-2-phenyl-1,2-dihydro-3H-pyrazol-3-one